chloromethyl-methylsulfide ClCSC